Benzyl (2S,4S)-2-(tert-butyl)-4-(cycloheptylmethyl)-5-oxooxazolidine-3-carboxylate C(C)(C)(C)[C@@H]1OC([C@@H](N1C(=O)OCC1=CC=CC=C1)CC1CCCCCC1)=O